7-bromo-5-chloro-2-methylbenzo[d]oxazol-6-amine BrC1=C(C(=CC=2N=C(OC21)C)Cl)N